2-chloro-6-(2-methoxyethoxy)-N-[2-(trifluoromethyl)pyridin-4-yl]pyrimidine-4-carboxamide ClC1=NC(=CC(=N1)C(=O)NC1=CC(=NC=C1)C(F)(F)F)OCCOC